4',5,7,8-tetrahydroxyisoflavone OC1=CC=C(C2=COC3=C(C(=CC(=C3C2=O)O)O)O)C=C1